4-(1,2,3,4-tetrahydroisoquinolin-5-yl)piperidine-1-carboxylic acid tert-butyl ester C(C)(C)(C)OC(=O)N1CCC(CC1)C1=C2CCNCC2=CC=C1